(6-methylpyridin-3-yl)methanamine CC1=CC=C(C=N1)CN